nickel (p-nonylphenyl)phosphinate C(CCCCCCCC)C1=CC=C(C=C1)P([O-])=O.[Ni+2].C(CCCCCCCC)C1=CC=C(C=C1)P([O-])=O